2,6-diisobutylpyridine C(C(C)C)C1=NC(=CC=C1)CC(C)C